3-(6-(((3R,4R)-1-(5-chloro-4-((6-hydroxy-5-methylnaphthalen-2-yl)amino)pyrimidin-2-yl)-3-methylpiperidin-4-yl)amino)-1-methyl-1H-indazol-3-yl)piperidine-2,6-dione ClC=1C(=NC(=NC1)N1C[C@H]([C@@H](CC1)NC1=CC=C2C(=NN(C2=C1)C)C1C(NC(CC1)=O)=O)C)NC1=CC2=CC=C(C(=C2C=C1)C)O